4,4'-azobis(4-cyanopentan-1-ol) N(=NC(CCCO)(C)C#N)C(CCCO)(C)C#N